cyclohexanone-d C1(C(CCCC1)[2H])=O